C(C)(C)(C)N(C(O)=O)C1=CN=NC(=C1)C#N.CC=1CN(C(NN1)=O)NS(=O)(=O)C1=CC=CC2=CC=CC=C12 N-(6-methyl-3-oxo-2,3-dihydro-1,2,4-triazin-4(5H)-yl)naphthalene-1-sulfonamide tert-butyl-(6-cyanopyridazin-4-yl)carbamate